C1(CC1)C=1C(N(N=C(C1)B1OC(C(O1)(C)C)(C)C)C1=CC(=CC(=C1)OC)OC)=O 4-cyclopropyl-2-(3,5-dimethoxyphenyl)-6-(4,4,5,5-tetramethyl-1,3,2-dioxaborolan-2-yl)pyridazin-3(2H)-one